(R)-5H-imidazo[5,1-a]isoindol C=1N=CN2C1C1=CC=CC=C1C2